4-(((trans)-4-(4-(3-(2-methoxyethyl)-1H-pyrazol-5-yl)phenyl)cyclohexyl)oxy)-1H-1,2,3-triazole-5-carboxylic acid 2,2,2-trifluoroacetate FC(C(=O)O)(F)F.COCCC1=NNC(=C1)C1=CC=C(C=C1)[C@@H]1CC[C@H](CC1)OC=1N=NNC1C(=O)O